2-(2-((4-(tert-butyl)benzyl)thio)-5-iodophenyl)-1-methyl-5-(trifluoromethyl)-1H-benzo[d]imidazole C(C)(C)(C)C1=CC=C(CSC2=C(C=C(C=C2)I)C2=NC3=C(N2C)C=CC(=C3)C(F)(F)F)C=C1